C(C)C(=CCCC=C)CCCC 6-ethyl-1,5-decadiene